3-Triethoxysilyl-N-(1,3-dimethylbutylidene)propylamine C(C)O[Si](CCCN=C(CC(C)C)C)(OCC)OCC